C(CCC(=O)O)(=O)O.C(CCCCCCCCCCCCCCC)(=O)C(C(C(O)C(CCCCCCCCCCCCCCC)=O)O)O.C(CCCCCCCCCCCCCCC)(=O)C(C(C(O)C(CCCCCCCCCCCCCCC)=O)O)O dipalmitoylglycerol hemisuccinate